6-amino-2-[(R)-ethyl(methyl)phosphoryl]-9-[[6-(4-methylpiperazin-1-yl)-3-pyridyl]methyl]-7H-purin-8-one NC1=C2NC(N(C2=NC(=N1)[P@@](=O)(C)CC)CC=1C=NC(=CC1)N1CCN(CC1)C)=O